9-(3,6-dihydro-2H-pyran-4-yl)-4-[[(2S)-1,4-dioxan-2-yl]methoxy]-1-methyl-6,7-dihydrobenzo[a]quinolizin-2-one O1CCC(=CC1)C1=CC2=C(C3=C(C(C=C(N3CC2)OC[C@H]2OCCOC2)=O)C)C=C1